ClC1=NC(=CC(=C1CO)C1=C(C=NN1C)C)N1[C@@H](COCC1)C [2-chloro-4-(1,4-dimethyl-1H-pyrazol-5-yl)-6-[(3R)-3-methylmorpholin-4-yl]pyridin-3-yl]methanol